(2-methylpyridin-5-yl)boronic acid CC1=NC=C(C=C1)B(O)O